quercetin-alpha-linolenic acid O1C(=C(O)C(=O)C=2C(O)=C(C(O)=CC12)CC\C=C/C\C=C/C\C=C/CCCCCCCC(=O)O)C1=CC(O)=C(O)C=C1